O1CCN(CC1)CCOC1CCCCC1 4-(2-morpholinoethoxy)cyclohexane